NC1=C(C=C(C#N)C=C1[N+](=O)[O-])F 4-amino-3-fluoro-5-nitrobenzonitrile